FC1(CCC(CC1)NC1COC2(CN(C2)S(=O)(=O)C=2C=C(C#N)C=CC2F)C1)F 3-((7-((4,4-Difluorocyclohexyl)amino)-5-oxa-2-azaspiro[3.4]oct-2-yl)sulfonyl)-4-fluorobenzonitrile